4-((3-(5-fluoropyrimidin-2-yl)-2-methoxyphenyl)amino)-N-methylpyrimidine-5-carboxamide FC=1C=NC(=NC1)C=1C(=C(C=CC1)NC1=NC=NC=C1C(=O)NC)OC